C(C)OC(CCC#CC1=CC=2C(=NC=CC2S1)N([C@H]1CN(CCC1)C(=O)OC(C)(C)C)C(C1=C(C=C(C=C1)I)F)=O)=O tert-butyl (3R)-3-[[2-(5-ethoxy-5-oxo-pent-1-ynyl)thieno[3,2-c]pyridin-4-yl]-(2-fluoro-4-iodo-benzoyl)amino]piperidine-1-carboxylate